4-{1-[(1R)-1-(4-chlorophenyl)-2-[(5-chloropyridin-2-yl)methyl]-7-fluoro-1-methoxy-3-oxo-2,3-dihydro-1H-isoindol-5-yl]-1-hydroxyethyl}-1lambda6-thiaN ClC1=CC=C(C=C1)[C@@]1(N(C(C2=CC(=CC(=C12)F)C(C)(O)C1CC[SH4]CC1)=O)CC1=NC=C(C=C1)Cl)OC